Racemic-N1-(2-((2S*,4S*)-2-(aminomethyl)-5-chloro-2-phenyl-2,3-dihydrobenzofuran-4-yl)-3-fluorophenyl)ethane-1,2-diamine NC[C@@]1(OC2=C(C1)C(=C(C=C2)Cl)C2=C(C=CC=C2F)NCCN)C2=CC=CC=C2 |r|